NC1=C(C(=NN(C1=O)C)Cl)C=O 5-amino-3-chloro-1-methyl-6-oxo-1,6-dihydropyridazine-4-carbaldehyde